FC=1C=C(C=NC1)C1N2C(C3=CC=CC=C13)=CN=C2 5-(5-fluoropyridin-3-yl)-5H-imidazo[5,1-a]isoindole